C(C)(C)(C)ON=C([C@@H]1CC[C@H](CC1)N(C1=CC(N(C=2C=CC(=NC12)C#N)C)=O)C)C1=NC=CC=C1 trans-8-((4-((E or Z)-(tert-Butoxyimino)(pyridin-2-yl)methyl)cyclohexyl)(methyl)amino)-5-methyl-6-oxo-5,6-dihydro-1,5-naphthyridine-2-carbonitrile